ClC=1C=C(C=CC1F)N1C(=NN=C1)[C@H]1[C@H]2[C@@H](C(N1C1=NC(=CC(=C1)C(F)(F)F)C)=O)CCC2 (3R,3aR,6aS)-3-(4-(3-chloro-4-fluorophenyl)-4H-1,2,4-triazol-3-yl)-2-(6-methyl-4-(trifluoromethyl)pyridin-2-yl)hexahydrocyclopenta[c]pyrrol-1(2H)-one